6'-(6-Methoxypyridin-3-yl)-2'-oxo-1',4'-dihydro-2'H-spiro[pyrrolidin-3,3'-chinolin]-1-carbonitril COC1=CC=C(C=N1)C=1C=C2CC3(C(NC2=CC1)=O)CN(CC3)C#N